N-(methylsulfonyl)methylsulfonamide CS(=O)(=O)CNS(=O)=O